NCC1=CC=C(C=C1)NC(=O)C1=CC2=C(OCCC3=C2SC=C3)C=C1C=1C(=NC(=CC1)C(NC(C)(CCO)C)=O)C(=O)O 3-(9-((4-(aminomethyl)phenyl)carbamoyl)-4,5-dihydrobenzo[b]thieno[2,3-d]oxepin-8-yl)-6-((4-hydroxy-2-methylbutan-2-yl)carbamoyl)picolinic acid